N-(4-(4-amino-2-ethyl-1H-imidazo[4,5-c]quinolin-1-yl)butyl)methanesulfonamide NC1=NC=2C=CC=CC2C2=C1N=C(N2CCCCNS(=O)(=O)C)CC